C(C)(C)(C)OC(=O)N1CCN(CC1)C1=C(C=CC=C1)NC1=NC=C2N=C(N(C2=N1)C1CCCCC1)NC1=CC=CC=C1 4-((9-Cyclohexyl-8-(phenylamino)-9H-purin-2-ylamino)phenyl)piperazine-1-carboxylic acid tert-butyl ester